BrC1=CC2=C(N(C(O2)=O)C)C=C1 6-bromo-3-methylbenzo[d]oxazol-2(3H)-one